[I-].CC=1SC2=C([N+]1C)C=CC=C2 2,3-dimethyl-benzo[d]thiazol-3-ium iodide